pentyl N-[4-[[[[(1-methyl-1H-tetrazol-5-yl)phenylmethylene]amino]-oxy]methyl]-2-thiazolyl]carbamate CN1N=NN=C1C(C1=CC=CC=C1)=NOCC=1N=C(SC1)NC(OCCCCC)=O